ClC=1C=C(C=CC1)C(CO)NC(=O)C1=CN(C=C1)C1=NC(=NC=C1C)NC(COC)CC N-(1-(3-chloro-phenyl)-2-hydroxy-ethyl)-1-(2-((1-methoxybutan-2-yl)amino)-5-methylpyrimidin-4-yl)-1H-pyrrole-3-carboxamide